C(C)(C)C=1C=2N(C=CC1)N=C(C2)[C@H]2N(CCC1=C2N=CN1)C(=O)C=1OC(=NN1)C1=NN(C=C1)C (S)-(4-(4-isopropylpyrazolo[1,5-a]pyridin-2-yl)-1,4,6,7-tetrahydro-5H-imidazo[4,5-c]pyridin-5-yl)(5-(1-methyl-1H-pyrazol-3-yl)-1,3,4-oxadiazol-2-yl)methanone